ClC1=CC=C2C(=CC=NC2=C1)NC1=CC(=C(C=C1)O)CN(CC)CC 4-((7-chloroquinolin-4-yl)amino)-2-((diethylamino)methyl)phenol